6-bromo-1,1-dimethyl-1,3-dihydro-2-benzofuran BrC=1C=CC2=C(C(OC2)(C)C)C1